COC(=O)C1=CC2=C(CN[C@H](CO2)C2=CC=C(C=C2)Cl)C=C1 (S)-3-(4-chlorophenyl)-2,3,4,5-tetrahydrobenzo[f][1,4]oxazepine-8-carboxylic acid methyl ester